2-[4-[[[6-[cyclopropyl-[[2-hydroxy-4-(trifluoromethyl)phenyl]methyl]amino]-5-fluoro-pyrimidin-4-yl]amino]methyl]phenyl]acetamide C1(CC1)N(C1=C(C(=NC=N1)NCC1=CC=C(C=C1)CC(=O)N)F)CC1=C(C=C(C=C1)C(F)(F)F)O